CC=1C=C2C(=CNC2=CC1)NC(=O)N1CC2=CC=C(C=C2CC1)C1=CC=CC=C1 N-(5-methyl-1H-indol-3-yl)-6-phenyl-3,4-dihydroisoquinoline-2(1H)-carboxamide